C=1OC=C2NC=3C=CC=CC3C21 Furano[3,4-b]indole